Cl.FC=1C(=NC(=NC1)NC1=NC=C(C=C1)N1CCN(CC1)C(C)C)C=1C=C2C=CC=NC2=C(C1)F 5-Fluoro-4-(8-fluoroquinolin-6-yl)-N-(5-(4-isopropylpiperazin-1-yl)pyridin-2-yl)pyrimidin-2-amine hydrochloride